(2-fluoro-6-(isopropyloxy)phenyl)methylamine FC1=C(C(=CC=C1)OC(C)C)CN